Tert-butyl 1-(2-(4-(tert-butoxycarbonyl)piperazin-1-yl)ethyl)-3-(3-(4-chloro-3,5-dimethylphenoxy)propyl)-7-(1,3,5-trimethyl-1H-pyrazol-4-yl)-1H-indole-2-carboxylate C(C)(C)(C)OC(=O)N1CCN(CC1)CCN1C(=C(C2=CC=CC(=C12)C=1C(=NN(C1C)C)C)CCCOC1=CC(=C(C(=C1)C)Cl)C)C(=O)OC(C)(C)C